2-(chloromethyl)-6-fluoro-3-iodo-8-(methoxymethoxy)-1-methylquinolin-4(1H)-one ClCC=1N(C2=C(C=C(C=C2C(C1I)=O)F)OCOC)C